CN(C(CC1=CSC=C1)=O)S(=O)(=O)C1=CC=C(C)C=C1 N-methyl-2-(thiophen-3-yl)-N-tosylacetamide